(4-(3-(4-Methoxyphenyl)-1,2,4-oxadiazol-5-yl)piperazin-1-yl)(piperidin-3-yl)methanone hydrochloride Cl.COC1=CC=C(C=C1)C1=NOC(=N1)N1CCN(CC1)C(=O)C1CNCCC1